OC1=C(C=C(C=C1)CC=C)C1=C(C=CC(=C1)CC=C)O 2-(2-hydroxy-5-prop-2-enylphenyl)-4-prop-2-enylphenol